C(C/C(=C/C(=O)O)/C(=O)O)CC(=O)O The molecule is a tricarboxylic acid that consists of pent-1-ene having three carboxy groups located at positions 1, 2 and 5 (the Z-geoisomer). It is a conjugate acid of a cis-dihomoaconitate(3-).